ClC=1C=CC2=C([C@@H](C[C@@H](O2)C(=O)NC23CC(C2)(C3)C=3NC(=CN3)[C@@H]3C[C@@H](C3)OC(F)(F)F)O)C1 (2R,4R)-6-chloro-4-hydroxy-N-(3-{5-[cis-3-(trifluoromethoxy)cyclobutyl]-1H-imidazol-2-yl}bicyclo[1.1.1]pentan-1-yl)-3,4-dihydro-2H-1-benzopyran-2-carboxamide